t-butyl(3-bromopropyl)(methyl)carbamate C(C)(C)(C)OC(N(C)CCCBr)=O